C(C=C)(=O)NC1=CC=C(C(=O)N2C[C@@H](CC2)NC2=NC3=CC(=CC=C3C=N2)C(=O)NC)C=C1 (R)-2-((1-(4-acrylamidobenzoyl)pyrrolidin-3-yl)amino)-N-methylquinazoline-7-carboxamide